NC=1C2=C(N=CN1)N(C(=C2C(=O)NC2=CC=C(C=C2)COC)C#CCN2CCOCC2)C2(CC2)C 4-Amino-N-[4-(methoxymethyl)phenyl]-7-(1-methylcyclopropyl)-6-(3-morpholinoprop-1-yn-1-yl)-7H-pyrrolo[2,3-d]pyrimidin-5-carboxamid